CC1=C(C=CC(=C1)OCCCCCC)C#C methyl-1-ethynyl-4-(hexyloxy)benzene